NC1=NC2=C(C=3N1N=C(N3)C=3OC=CC3)C=NN2C(C(=O)NC)C2=CC=CC=C2 2-(5-amino-2-(furan-2-yl)-7H-pyrazolo[4,3-e][1,2,4]triazolo[1,5-c]pyrimidin-7-yl)-N-methyl-2-phenylacetamide